2-(azetidin-1-yl)-N-[7-fluoro-2-(hydroxymethyl)indan-5-yl]acetamide 4-chlorobenzyl-(S)-(4-(2-(3-hydroxypyrrolidin-1-yl)-2-oxoethyl)phenyl)carbamate ClC1=CC=C(CN(C(O)=O)C2=CC=C(C=C2)CC(=O)N2C[C@H](CC2)O)C=C1.N1(CCC1)CC(=O)NC=1C=C2CC(CC2=C(C1)F)CO